O[C@@H]1CC(N(C1)C(=O)OC(C)(C)C)C=1C(=NC(=NC1)C)OC tert-butyl (4R)-4-hydroxy-2-(4-methoxy-2-methylpyrimidin-5-yl)pyrrolidine-1-carboxylate